methyl 1-((6-(methyl-d3)pyridin-2-yl)carbamoyl)cyclopropane-1-carboxylate C(C1=CC=CC(=N1)NC(=O)C1(CC1)C(=O)OC)([2H])([2H])[2H]